2,2'-[spiro[dibenzo[c,h]xanthene-7,9'-fluorene]-3,11-diylbis(oxyethane-2,1-diyloxy[1,1'-binaphthalene]-2',2-diyloxy)]di(ethan-1-ol) C1=CC=CC=2C3=CC=CC=C3C3(C12)C=1C=CC2=C(C1OC=1C4=C(C=CC13)C=C(C=C4)OCCOC4=C(C1=CC=CC=C1C=C4)C4=C(C=CC1=CC=CC=C41)OCCO)C=CC(=C2)OCCOC2=C(C4=CC=CC=C4C=C2)C2=C(C=CC4=CC=CC=C24)OCCO